3-{5-[(R)-(1,3-dimethyl-azetidin-3-yl)-hydroxy-(4-isopropyl-phenyl)-methyl]-pyridin-3-yl}-1-phenyl-prop-2-yn-1-ol CN1CC(C1)(C)[C@@](C=1C=C(C=NC1)C#CC(O)C1=CC=CC=C1)(C1=CC=C(C=C1)C(C)C)O